[Cu].[Fe].[Cr] chromium iron-copper